CN(C(=N)N[N+](=O)[O-])N=O N-methyl-N-nitroso-N'-nitroguanidine